OC1=C(CN2CCCC23CCN(CC3)C(=O)OC(C)(C)C)C=CC(=C1)C(F)(F)F tert-butyl 1-(2-hydroxy-4-(trifluoromethyl)benzyl)-1,8-diazaspiro[4.5]decane-8-carboxylate